C(N)(OCC(CC)OC(N)=O)=O butane-1,2-diyl dicarbamate